[Cl-].[PH4+].CC1=C(N=C(N1)C)C.CC1=C(N=C(N1)C)C bis(dimethyl-methyl-imidazole) phosphonium chloride